C(C)(C)(C)N(C(O)=O)CC1=CC(=C(C=C1)N)O.COCCOCCO[C@](N)(CCC(=O)O)C(=O)O 2-(2-(2-methoxyethoxy)ethoxy)glutamic acid tert-butyl-(4-amino-3-hydroxybenzyl)carbamate